FC(C(=O)O)(F)F.C(#N)[C@H](CC=1SC(=CC1)C=1C=CC2=C(N(C(O2)=O)C([2H])([2H])[2H])C1)NC(=O)C1CNC1 (S)-N-(1-cyano-2-(5-(3-(methyl-d3)-2-oxo-2,3-dihydrobenzo[d]oxazol-5-yl)thiophen-2-yl)ethyl)azetidine-3-carboxamide 2,2,2-trifluoroacetate